COC(=O)C=1C=CC2=C(N(C=N2)CC2OCC2)C1 (oxetan-2-ylmethyl)-1H-benzo(d)imidazole-6-carboxylic acid methyl ester